O1C=C(C2=NC=CC=C21)C(=O)NC2=CC1=CN(N=C1C=C2C(C)(C)O)C2CCC(CC2)N2CCN(CC2)C(=O)OC(C)(C)C tert-butyl 4-((1r,4r)-4-(5-(furo[3,2-b]pyridine-3-carboxamido)-6-(2-hydroxypropan-2-yl)-2H-indazol-2-yl)cyclohexyl)piperazine-1-carboxylate